1-(3-chloro-4-(trifluoromethoxy)phenyl)-2-ethynyl-1H-benzo[d]imidazole-6-carboxylic acid ClC=1C=C(C=CC1OC(F)(F)F)N1C(=NC2=C1C=C(C=C2)C(=O)O)C#C